4-[[(2,2,2-trifluoroacetyl)amino]methyl]benzoic acid FC(C(=O)NCC1=CC=C(C(=O)O)C=C1)(F)F